OCC1=C(C=C(C(=O)NC2=CC=C(C=C2)C2=NC3=C(N2)C=CC(=C3)C3=NC2=C(N3)C=CC(=C2)N2CCN(CC2)C)C=C1)[N+](=O)[O-] 2'-(4-(4-(hydroxymethyl)-3-nitrobenzamido)phenyl)-5-(4-methylpiperazin-1-yl)-1H,1'H-[2,5'-bibenzoimidazole]